4-methoxy-1-(8-methyl-1,4-dioxaspiro[4.5]decan-8-yl)piperidine COC1CCN(CC1)C1(CCC2(OCCO2)CC1)C